2-(2-chloro-6-methyl-phenyl)-4,4,5,5-tetramethyl-1,3,2-dioxaborolane ClC1=C(C(=CC=C1)C)B1OC(C(O1)(C)C)(C)C